2-(4-(1-(2,3-dihydrobenzofuran-5-yl)ethyl)piperazin-1-yl)pyrimidine O1CCC2=C1C=CC(=C2)C(C)N2CCN(CC2)C2=NC=CC=N2